tri(4-fluorophenyl)phosphine oxide FC1=CC=C(C=C1)P(C1=CC=C(C=C1)F)(C1=CC=C(C=C1)F)=O